25-Methyl-14-octatriacontene CC(CCCCCCCCCC=CCCCCCCCCCCCCC)CCCCCCCCCCCCC